2-(dimethylamino)methyl-4-(p-fluorobenzyloxy)-1-(m-methoxyphenyl)cyclohexanol CN(C)CC1C(CCC(C1)OCC1=CC=C(C=C1)F)(O)C1=CC(=CC=C1)OC